4-(3-hydroxypropoxy)-2,2,6,6-tetramethylpiperidin OCCCOC1CC(NC(C1)(C)C)(C)C